ClC1=C(C(=CC=C1Cl)O)[C@H]1C[C@@H]2N(C(CN(CC2)C(CO)=O)=O)C1 (8R,9aS)-8-(2,3-dichloro-6-hydroxyphenyl)-3-(2-hydroxyacetyl)-hexahydro-1H-pyrrolo[1,2-d][1,4]diazepin-5-one